C(=O)C1=CC2=C(C(NC=C2C#N)=O)N1COCC[Si](C)(C)C 2-formyl-7-oxo-1-(2-trimethylsilylethoxymethyl)-6H-pyrrolo[2,3-c]pyridine-4-carbonitrile